ClC1=NN2C(C(=N1)NC=1N=CN(C1)C1=CC=C(C#N)C=C1)=CC=C2 4-(4-((2-chloropyrrolo[2,1-f][1,2,4]triazin-4-yl)amino)-1H-imidazol-1-yl)benzonitrile